(S)-1-(((S)-10-hydroxy-7-azaspiro[4.5]decan-10-yl)methyl)-4-phenylpyrrolidin-2-one, hydrochloride Cl.O[C@]1(CCNCC12CCCC2)CN2C(C[C@H](C2)C2=CC=CC=C2)=O